O=C1C2CCC(C=3OC(=CC31)S(=O)(=O)N)C2 4-oxo-5,6,7,8-tetrahydro-4H-5,8-methanocyclohepta[b]Furan-2-sulfonamide